zirconium tetratert-butoxide CC(C)(C)[O-].CC(C)(C)[O-].CC(C)(C)[O-].CC(C)(C)[O-].[Zr+4]